3-bromo-2-methoxypyridin-4-ol BrC=1C(=NC=CC1O)OC